O(C1=CC=CC=C1)C1=CC=C(C=C1)C=1N=C(N2C1C=NC=C2)[C@H]2CNCCC2 (R)-1-(4-phenoxyphenyl)-3-(piperidine-3-yl)imidazo[1,5-a]Pyrazine